2,5-dibromo-1,4-difluorobenzene BrC1=C(C=C(C(=C1)F)Br)F